O1C=NC2=C1C=CC(=C2)COC2=CC=CC(=N2)N2CCN(CC2)CC2=NC1=C(N2C[C@H]2OCC2)C=C(C=C1)C(=O)O (S)-2-((4-(6-(benzo[d]oxazol-5-ylmethoxy)pyridin-2-yl)piperazin-1-yl)methyl)-1-(oxetan-2-ylmethyl)-1H-benzo[d]imidazole-6-carboxylic acid